2-bromo-6-methyl-1,4,4a,9a-tetrahydroanthraquinone BrC=1CC2C(C3=CC=C(C=C3C(C2CC1)=O)C)=O